N-(5-(3-(1-methyl-3-(1-methyl-2-oxo-5-(trifluoromethyl)-1,2-dihydropyridin-3-yl)ureido)bicyclo[1.1.1]pentan-1-yl)pyridin-2-yl)cyclopropanecarboxamide CN(C(=O)NC=1C(N(C=C(C1)C(F)(F)F)C)=O)C12CC(C1)(C2)C=2C=CC(=NC2)NC(=O)C2CC2